BrCC\C(=C/C\C=C(/CCC=C(C)C)\C)\C (6Z,9Z)-12-Bromo-2,6,10-trimethyl-2,6,9-dodecatriene